FC1(C[C@@H](CNC1)NC1=NC=CC(=N1)C1=C(N=C(S1)C)OC1=CC=C(C2=CC=CC=C12)NC(CC(F)(F)F)=O)F N-[4-[5-[2-[[(3S)-5,5-difluoro-3-piperidyl]amino]pyrimidin-4-yl]-2-methyl-thiazol-4-yl]oxy-1-naphthyl]-3,3,3-trifluoro-propanamide